[OH-].[Na+].C(CC(O)(C(=O)O)CC(=O)[O-])(=O)[O-].[Pb+2] lead citrate Sodium Hydroxide